N(C(=S)N)N=CC1=CC(=CC=C1)O 1-((thioureidoimino)methyl)-3-hydroxybenzene